2,7-dichloro-4-((1S,7R,8S)-8-fluoro-2-azabicyclo[5.1.0]octan-2-yl)-8-methylpyrido[4,3-d]pyrimidine ClC=1N=C(C2=C(N1)C(=C(N=C2)Cl)C)N2[C@@H]1[C@H]([C@@H]1CCCC2)F